(2-((3-(1H-pyrazol-4-yl)isoxazol-5-yl)methyl)oxazol-5-yl)((2S,3S)-3-hydroxy-2-methylazetidin-1-yl)methanone N1N=CC(=C1)C1=NOC(=C1)CC=1OC(=CN1)C(=O)N1[C@H]([C@H](C1)O)C